C(CC(C)C)C=1N=C(N(C1)C(=O)N)SC iso-Pentyl-2-(methylthio)-1H-imidazole-1-carboxamide